5-((2-(2,3-dimethoxy-2-(methoxymethyl)propoxy)ethyl)amino)-5-oxopentanoic acid 2,5-dioxopyrrolidin-1-yl ester O=C1N(C(CC1)=O)OC(CCCC(=O)NCCOCC(COC)(COC)OC)=O